(diisobutylamino)-3-nitrophenyl-ethanone C(C(C)C)N(CC(C)C)CC(=O)C1=CC(=CC=C1)[N+](=O)[O-]